O1C(OCC1)CC1CCC(N(C1)C1NCCCC1)=O 5-((1,3-dioxolan-2-yl)methyl)-1-(piperidin-2-yl)piperidin-2-one